C(C)OC(=O)C1=C(C2=C(N(C(N2CC)=O)C)C=C1)NC(=O)OC(C)(C)C ((tert-butoxycarbonyl)amino)-3-ethyl-1-methyl-2-oxo-2,3-dihydro-1H-benzo[d]imidazole-5-carboxylic acid ethyl ester